ClC=1C(=NC(=NC1)NC1CCC(CC1)NCC=1C=NNC1C)C=1C=NN(C1CC1CC1)C (1R,4R)-N1-(5-chloro-4-(5-(cyclopropylmethyl)-1-methyl-1H-pyrazol-4-yl)pyrimidin-2-yl)-N4-((5-methyl-1H-pyrazol-4-yl)methyl)cyclohexane-1,4-diamine